ClCC(=O)N(C1=C(C=CC=C1C)CC)COCC 2-chloro-N-(ethoxymethyl)-N-(2-ethyl-6-methylphenyl)acetamide